9,10-difluoro-6-({[(3S)-1-(pyridin-3-yl)hexahydropyridin-3-yl]amino}methyl)-3,7-dihydro-2H-[1,4]oxazino[2,3,4-ij]quinolin-7-one FC=1C=C2C(C(=CN3C2=C(C1F)OCC3)CN[C@@H]3CN(CCC3)C=3C=NC=CC3)=O